(3S)-methyl 3-(5-(2,2-dimethylmorpholino)pyridin-3-yl)-3-(4-methyl-2-(4-methyl-2-oxopyridin-1(2H)-yl)pentanamido)propanoate CC1(OCCN(C1)C=1C=C(C=NC1)[C@H](CC(=O)OC)NC(C(CC(C)C)N1C(C=C(C=C1)C)=O)=O)C